(R)-2-fluoro-4-methyl-2,3,4,5-tetrahydrobenzo[f][1,4]thiazepine-8-carboxylate 1,1-dioxide F[C@@H]1S(C2=C(CN(C1)C)C=CC(=C2)C(=O)[O-])(=O)=O